(S)-2-amino-3-(benzyloxy)propan-1-ol N[C@@H](CO)COCC1=CC=CC=C1